C(C)C1=CC2=C(C(N(N=C2C(C)C)CC(=O)NC2=NC=CC=N2)=O)O1 2-(2-Ethyl-4-isopropyl-7-oxofuro[2,3-d]pyridazin-6(7H)-yl)-N-(pyrimidin-2-yl)acetamide